5-(azidomethyl)-2-chloropyridine N(=[N+]=[N-])CC=1C=CC(=NC1)Cl